BrC=1C=CC2=C(C(CCS2)=O)C1 6-bromo-3,4-dihydro-2H-1-benzothiin-4-one